3,5,6-tricarboxyl-2-carboxymethylnorbornane C(=O)(O)C1C(C2C(C(C1C2)C(=O)O)C(=O)O)CC(=O)O